Phenylmethyl-d2 ((S)-4-methyl-1-oxo-1-(((S)-1-oxo-3-((S)-2-oxopyrrolidin-3-yl)propan-2-yl)amino)pentan-2-yl)carbamate CC(C[C@@H](C(N[C@H](C=O)C[C@H]1C(NCC1)=O)=O)NC(OC([2H])([2H])C1=CC=CC=C1)=O)C